FC1=CC(=C(C(=C1)OCCCC=C)C1=CC(=CC=C1)[C@H](CC(=O)OC)NC([C@@H](CC=C)O)=O)C Methyl (S)-3-(4'-fluoro-2'-methyl-6'-(pent-4-en-1-yloxy)-[1,1'-biphenyl]-3-yl)-3-((R)-2-hydroxypent-4-enamido)propanoate